S(OC1=C(C=CC(=C1)N)C=1N=NN(C1)C1C(NC(CC1)=O)=O)(=O)(=O)F 5-amino-2-(1-(2,6-dioxopiperidin-3-yl)-1H-1,2,3-triazol-4-yl)phenyl sulfurofluoridate